methyl chloroacetate (methyl chloroacetate) CC(C(=O)O)Cl.ClCC(=O)OC